C(C)(C)C=1SC=C(N1)C 2-isopropyl-4-methyl-1,3-thiazole